N-(4-(pyridin-4-ylmethoxy)phenyl)-3,4-dihydro-2H-[1,4]oxazino[2,3-f]quinazolin-10-amine N1=CC=C(C=C1)COC1=CC=C(C=C1)NC1=NC=NC2=CC=C3C(=C12)OCCN3